C(C)(C)(C)OC(N[C@@H]1CN(C[C@@H]([C@H]1O[Si](C)(C)C(C)(C)C)C)C1=C2C(=NC=C1N)OCC2)=O ((3R,4R,5S)-1-(5-amino-2,3-dihydrofuro[2,3-b]pyridin-4-yl)-4-{[tert-butyl-(dimethyl)silyl]oxy}-5-methylpiperidin-3-yl)carbamic acid tert-butyl ester